tert-Butyl 3-chloro-4-(trifluoromethoxy)benzyl(2-(5-(cyanomethyl)oxazol-2-yl)ethyl)carbamate ClC=1C=C(CN(C(OC(C)(C)C)=O)CCC=2OC(=CN2)CC#N)C=CC1OC(F)(F)F